Cl.NC1=CC=CC=C1.NC1=CC=CC=C1.NC1=CC=CC=C1.NC1=CC=CC=C1 tetra-aniline hydrochloride